tert-butyl 4-[5-[4-(tert-butoxycarbonylamino)but-1-ynyl]-3-chloro-2-pyridyl]piperazine-1-carboxylate C(C)(C)(C)OC(=O)NCCC#CC=1C=C(C(=NC1)N1CCN(CC1)C(=O)OC(C)(C)C)Cl